4-((4-(4-benzyl-5-oxo-4,5-dihydro-1H-1,2,4-triazol-1-yl)phenyl)-sulfonyl)picolinonitrile C(C1=CC=CC=C1)N1C=NN(C1=O)C1=CC=C(C=C1)S(=O)(=O)C1=CC(=NC=C1)C#N